N-(3-{[4-(benzyloxy)-2-cyclopentylphenyl]amino}phenyl)-3-cyclohexylpropionamide C(C1=CC=CC=C1)OC1=CC(=C(C=C1)NC=1C=C(C=CC1)NC(CCC1CCCCC1)=O)C1CCCC1